1-(3-(2,2-difluorobenzo[d][1,3]dioxol-5-yl)-6-(3,3,3-trifluoropropyl)pyrazin-2-yl)piperidine-4-carboxylic acid FC1(OC2=C(O1)C=CC(=C2)C=2C(=NC(=CN2)CCC(F)(F)F)N2CCC(CC2)C(=O)O)F